CC=1C=C2NC=3C=C(C=CC3C(C2=CC1)(C)C)N1CCOCC1 4-(6,9,9-trimethyl-9,10-dihydroacridin-3-yl)morpholine